chloro(methoxymethyl)triphenylphosphorane ClP(C1=CC=CC=C1)(C1=CC=CC=C1)(C1=CC=CC=C1)COC